6-(5-Chloro-1H-pyrazol-4-yl)-4-(2-(dimethylamino)ethyl)-1-oxoisoquinolin ClC1=C(C=NN1)C=1C=C2C(=CNC(C2=CC1)=O)CCN(C)C